CC1=NC(=C(C#N)C(=C1)C(F)(F)F)N1C(CCC1)C(=O)N1C2=C(OCC1)C(=CC=C2)C 6-methyl-2-(2-(8-methyl-3,4-dihydro-2H-benzo[b][1,4]oxazine-4-carbonyl)pyrrolidin-1-yl)-4-(trifluoromethyl)nicotinonitrile